(5-oxo-5,7-dihydro-2H,6H-spiro[furo[2,3-f]isoindol-3,4'-piperidin]-6-yl)piperidine-2,6-dione O=C1N(CC=2C=C3C(=CC12)C1(CCNCC1)CO3)N3C(CCCC3=O)=O